4-fluoro-3-(trifluoromethoxy)phenol FC1=C(C=C(C=C1)O)OC(F)(F)F